C[C@@]12CCC=3N=C(SC3[C@@H]2CC[C@H]2[C@H]3[C@](CC[C@H]12)(C(CC3)=O)C)CC3=C(C=CC=C3)C (5aR,5bS,7aS,10aS,10bR,12aR)-5a,7a-dimethyl-2-(2-methylbenzyl)-4,5,5a,5b,6,7,7a,9,10,10a,10b,11,12,12a-tetradecahydro-8H-cyclopenta[7,8]phenanthro[2,1-d]thiazol-8-one